(R)-N-((R)-1-(6-methoxy-8-(3-methyl-2,4-dioxoimidazolidin-1-yl)imidazo[1,2-a]pyridin-2-yl)ethyl)-2-methylpropane-2-sulfinamide COC=1C=C(C=2N(C1)C=C(N2)[C@@H](C)N[S@](=O)C(C)(C)C)N2C(N(C(C2)=O)C)=O